O=C1NC(CCC1NC1=NC=NC=C1C=O)=O 4-((2,6-dioxopiperidin-3-yl)amino)pyrimidine-5-carbaldehyde